CO[C@H](COC1=NC2=CC=CC=C2C=N1)C 2-[(2S)-2-methoxypropoxy]quinazoline